tert-butyl (2R)-4-(2-chloro-7-(8-chloronaphthalen-1-yl)-7,8-dihydro-5H-pyrano[4,3-d]pyrimidin-4-yl)-2-methylpiperazine-1-carboxylate ClC=1N=C(C2=C(N1)CC(OC2)C2=CC=CC1=CC=CC(=C21)Cl)N2C[C@H](N(CC2)C(=O)OC(C)(C)C)C